4-((1S,3R)-3-(1-isopropyl-3-(5-(trifluoromethyl)pyridin-3-yl)-1H-1,2,4-triazol-5-yl)cyclopentyl)morpholine C(C)(C)N1N=C(N=C1[C@H]1C[C@H](CC1)N1CCOCC1)C=1C=NC=C(C1)C(F)(F)F